n-methyl-1-(3-methyl-4-(3-(1-methyl-1H-pyrazol-4-yl)-1H-pyrazolo[3,4-c]pyridin-5-yl)phenyl)methylamine CNCC1=CC(=C(C=C1)C=1C=C2C(=CN1)NN=C2C=2C=NN(C2)C)C